6-(7-cyclopropylimidazo[1,2-b]pyridazin-3-yl)-N-((3S,4S)-4-fluoropyrrolidin-3-yl)pyridin-2-amine C1(CC1)C1=CC=2N(N=C1)C(=CN2)C2=CC=CC(=N2)N[C@H]2CNC[C@@H]2F